(4-((4-(hydroxymethyl)phenyl)amino)-1H-pyrrolo[2,3-b]pyridin-3-yl)(4-phenoxyphenyl)methanone OCC1=CC=C(C=C1)NC1=C2C(=NC=C1)NC=C2C(=O)C2=CC=C(C=C2)OC2=CC=CC=C2